NC1=NC(N(C=C1)[C@H]1C([C@@H]([C@H](O1)COP(=O)(OCC(=O)OCC)N[C@H](C(=O)OCC)CC(C)C)O)(F)F)=O Ethyl (2S)-2-[[[(2R,3R,5R)-5-(4-amino-2-oxo-pyrimidin-1-yl)-4,4-difluoro-3-hydroxy-tetrahydrofuran-2-yl]methoxy-(2-ethoxy-2-oxo-ethoxy)phosphoryl]amino]-4-methyl-pentanoate